(4R)-4-amino-1-[4-[4-[6-chloro-4-[difluoro-[cis-6-methylmorpholin-2-yl]methyl]-2-pyridyl]piperazin-1-yl]sulfonylphenyl]pyrrolidin-2-one N[C@@H]1CC(N(C1)C1=CC=C(C=C1)S(=O)(=O)N1CCN(CC1)C1=NC(=CC(=C1)C([C@@H]1CNC[C@@H](O1)C)(F)F)Cl)=O